9-(2-methyl-2H-indazol-6-yl)-3,4-dihydropyrido[2,1-c][1,2,4]thiadiazine 2,2-dioxide CN1N=C2C=C(C=CC2=C1)C1=CC=CN2C1=NS(CC2)(=O)=O